Cl.CCC(CC)N methyl-butan-2-amine hydrochloride